2-chloro-5-ethynylpyrazine ClC1=NC=C(N=C1)C#C